FC(C1=CC=C(C=C1)N1N=NC=C1)(F)F 1-(4-(trifluoromethyl)phenyl)-1H-1,2,3-triazol